O[C@@H]1C[C@H](NC1)C(=O)OC methyl (2S,4R)-4-Hydroxytetrahydropyrrole-2-carboxylate